CN1N=CC(=C1)C=1C(=NC=CC1)C(=O)NC=1C(=NN(C1)C1COC1)C1=NC=CC=C1 (1-methyl-1H-pyrazol-4-yl)-N-(1-(oxetan-3-yl)-3-(pyridin-2-yl)-1H-pyrazol-4-yl)picolinamide